(R)-2-(4-chloro-3-fluorophenyl)-1-(4-((5R,7R)-7-hydroxy-5-methyl-6,7-dihydro-5H-cyclopenta[d]pyrimidin-4-yl)piperazin-1-yl)-3-morpholinopropan-1-one ClC1=C(C=C(C=C1)[C@@H](C(=O)N1CCN(CC1)C=1C2=C(N=CN1)[C@@H](C[C@H]2C)O)CN2CCOCC2)F